N-(6-amino-5-ethyl-3-pyridyl)-2-oxo-2-[rac-(2S,5R)-2-[1-[2-(dimethylamino)ethyl]indazol-5-yl]-5-methyl-1-piperidyl]acetamide NC1=C(C=C(C=N1)NC(C(N1[C@@H](CC[C@H](C1)C)C=1C=C2C=NN(C2=CC1)CCN(C)C)=O)=O)CC |r|